C1(=CC=CC=C1)C1=C(N(C=2C3(C4=CC5=CC=CC=C5C4=CC2)C=CC=C2C4=CC=CC=C4C=C23)C2=CC=CC=C2)C=CC=C1 diphenylspirobifluorenylaniline